NC=1C=CC(=C(C1)NC1=NC(=NC=C1Cl)NC=1C=NN(C1)C1CCC(CC1)O)F 4-(4-((4-((5-amino-2-fluorophenyl)amino)-5-chloropyrimidin-2-yl)amino)-1H-pyrazol-1-yl)cyclohexan-1-ol